6-bromo-3-(2-cyclopropyl-4-(trifluoromethyl)benzyl)isobenzofuran-1(3H)-one BrC1=CC=C2C(OC(C2=C1)=O)CC1=C(C=C(C=C1)C(F)(F)F)C1CC1